O=C1NN=CC2=CC(=CC=C12)B(O)O (1-oxo-1,2-dihydro-phthalazin-6-yl)boronic acid